bis(4-anilinophenyl)ethylene N(C1=CC=CC=C1)C1=CC=C(C=C1)C=CC1=CC=C(C=C1)NC1=CC=CC=C1